N-(5-chloro-2-ethoxybenzyl)-1-(3,3-difluoropiperidin-4-yl)methanamine ClC=1C=CC(=C(CNCC2C(CNCC2)(F)F)C1)OCC